BrC=1C=C(C=CC1)C(CCCOCC(C(=O)O)(C)C)(C)C1=CN=C(N1)C1=C(C=CC(=C1)OC=1C(=C2C=CN(C2=CC1F)S(=O)(=O)C1=CC=C(C)C=C1)CNC)F 3-((4-(3-Bromophenyl)-4-(2-(2-fluoro-5-((6-fluoro-4-((methylamino)methyl)-1-tosyl-1H-indol-5-yl)oxy)phenyl)-1H-imidazol-5-yl)pentyl)oxy)-2,2-dimethylpropanoic acid